CN(C1CC2=C(OC3=C2C=C(C=C3)NC(=O)C3=NC=C(C=N3)Cl)CC1)C N-(N,N-dimethyl-1,2,3,4-tetrahydro-2-aminodibenzo-fur-8-yl)-5-chloropyrimidine-2-carboxamide